C(#N)C1=NC(=NC=C1)N1CC2(CC2)C(CC1)C(=O)Cl 5-(4-Cyanopyrimidin-2-yl)-5-azaspiro[2.5]octane-8-carbonyl chloride